6-chloro-5-(2-fluoro-5-hydroxy-phenyl)-7-methyl-1,3-dihydro-1,4-benzodiazepin-2-one ClC1=C(C=CC2=C1C(=NCC(N2)=O)C2=C(C=CC(=C2)O)F)C